3-(methylamino)propionamide ethyl-4-((tert-butoxycarbonyl)(2-(tert-butyldisulfanyl)ethyl)amino)butanoate C(C)OC(CCCN(CCSSC(C)(C)C)C(=O)OC(C)(C)C)=O.CNCCC(=O)N